1-(5-((2,3-difluoro-6-methoxybenzyl)oxy)-2-fluoro-4-methoxyphenyl)-1H-indole-3-carboxylic acid methyl ester COC(=O)C1=CN(C2=CC=CC=C12)C1=C(C=C(C(=C1)OCC1=C(C(=CC=C1OC)F)F)OC)F